(S)-5-(2-fluorophenyl)-6,7-dihydro-5H-pyrrolo[1,2-b][1,2,4]triazol-2-amine FC1=C(C=CC=C1)[C@@H]1CCC=2N1N=C(N2)N